4-ethyl-9-(2-(3-fluoropyridin-2-yl)ethyl)-2,2-dimethyl-1-oxa-4,9-diazaspiro[5.5]undecane C(C)N1CC(OC2(C1)CCN(CC2)CCC2=NC=CC=C2F)(C)C